NC=1C=CC(=C2CNC(C12)=O)C=1C=C(C=CC1)NC(C=C)=O N-[3-(7-amino-1-oxo-2,3-dihydro-1H-isoindol-4-yl)phenyl]prop-2-enamide